Cl.N1=CC=CC=C1 pyridine-hydrochloric acid salt